4-(4-Hydroxy-3,5-dimethylphenyl)-2-methyl-1(2H)-Phthalazinone OC1=C(C=C(C=C1C)C1=NN(C(C2=CC=CC=C12)=O)C)C